ClC=1N=C(C2=C(N1)NC=C2)N 2-chloro-7H-pyrrolo[2,3-d]pyrimidin-4-amine